COC([C@@H](NC(=O)OC(C)(C)C)COC1=CC2=C(N(C(N2C)=O)C)C=C1[N+](=O)[O-])=O N-(tert-butoxycarbonyl)-O-(1,3-dimethyl-6-nitro-2-oxo-2,3-dihydro-1H-Benzo[d]imidazol-5-yl)-L-serine methyl ester